trans-4-((tert-butyldimethylsilyl)oxy)-N-(3-(2-cyclopropylthiazol-5-yl)phenyl)-N-((trans-4-(4-methoxy-3-methylphenyl)cyclohexyl)methyl)cyclohexanecarboxamide [Si](C)(C)(C(C)(C)C)O[C@@H]1CC[C@H](CC1)C(=O)N(C[C@@H]1CC[C@H](CC1)C1=CC(=C(C=C1)OC)C)C1=CC(=CC=C1)C1=CN=C(S1)C1CC1